CC=1ONOC1 4-methyl-1,3,2-dioxazole